1-[3-[4-[[4-[(3R,5R)-5-[(5-bromo-1-methyl-6-oxo-pyridazin-4-yl)amino]-1-methyl-3-piperidyl]phenyl]methyl]piperazin-1-yl]phenyl]hexahydropyrimidine-2,4-dione BrC1=C(C=NN(C1=O)C)N[C@@H]1C[C@@H](CN(C1)C)C1=CC=C(C=C1)CN1CCN(CC1)C=1C=C(C=CC1)N1C(NC(CC1)=O)=O